C1(=CC=CC=C1)C1(CN(CC1)C(=O)OC(C)(C)C)NS(=O)(=O)C1=CC=C(C=C1)OC(F)(F)F tert-butyl 3-phenyl-3-[[4-(trifluoromethoxy)phenyl]sulfonylamino]pyrrolidine-1-carboxylate